C(C=C)(=O)N1CC(C1)CN1C(C=NC2=CC(=C(C=C12)Cl)C1=CC=CC2=CC=CC(=C12)C)=O 1-((1-propenoylazetidin-3-yl)methyl)-7-chloro-6-(8-methylnaphthalen-1-yl)quinoxalin-2(1H)-one